N-((2-fluoropyridin-3-yl)methyl)-1-isopropyl-N-(4-methoxybenzyl)-3-methyl-1H-pyrazolo[4,3-b]pyridin-7-amine FC1=NC=CC=C1CN(C1=C2C(=NC=C1)C(=NN2C(C)C)C)CC2=CC=C(C=C2)OC